2,2-dimethyl-3-nitrooxy-propionyl chloride CC(C(=O)Cl)(CO[N+](=O)[O-])C